(5-(trifluoromethyl)-4-(5-(2-(trifluoromethyl)pyridin-4-yl)-4H-1,2,4-triazol-3-yl)-1H-pyrazol-1-yl)isoquinolin-1(2H)-one FC(C1=C(C=NN1N1C(C2=CC=CC=C2C=C1)=O)C1=NN=C(N1)C1=CC(=NC=C1)C(F)(F)F)(F)F